C(CCCCCCCCCCCCCCC)CCCCCCCCCCCCCCCCCCO Cetylstearylalcohol